aluminum difluorosulfimide FS(=N)F.[Al]